tert-butyl ((2r,5r)-2-((6-chloro-5-nitro-1-oxoisoindolin-2-yl)methyl)-1,3-dioxan-5-yl)carbamate ClC1=C(C=C2CN(C(C2=C1)=O)CC1OCC(CO1)NC(OC(C)(C)C)=O)[N+](=O)[O-]